C(C1=CC=CC=C1)NC(CC1=CC=C(C=N1)C1=CC=C(OCCCC(=O)NO)C=C1)=O 4-(4-(6-(2-(benzylamino)-2-oxoethyl)pyridin-3-yl)phenoxy)-N-hydroxybutyramide